C1N(CCC2=CC=CC=C12)CC(CNC(=O)C=1N=C2N(C=CN=C2)C1)O N-(3-(3,4-dihydroisoquinolin-2(1H)-yl)-2-hydroxypropyl)imidazo[1,2-a]pyrazine-2-carboxamide